benzyl 2-(benzyloxy)-4-(N-((6-cyclohexylpyridin-3-yl)methyl)-2,2,2-trifluoroacetamido)benzoate C(C1=CC=CC=C1)OC1=C(C(=O)OCC2=CC=CC=C2)C=CC(=C1)N(C(C(F)(F)F)=O)CC=1C=NC(=CC1)C1CCCCC1